racemic-2-fluoro-N-[(6-fluoro-2-pyridyl)sulfinyl]-6-[3-[2-[1-(trifluoromethyl)cyclopropyl]ethoxy]pyrazol-1-yl]pyridine-3-carboxamide FC1=NC(=CC=C1C(=O)N[S@](=O)C1=NC(=CC=C1)F)N1N=C(C=C1)OCCC1(CC1)C(F)(F)F |r|